1,4-dithiane-2,5-diyl diacrylate C(C=C)(=O)OC1SCC(SC1)OC(C=C)=O